ClC(C)C=CC(C)Cl 2,5-dichlorohex-3-ene